C(#N)C1=C(C(=NC=C1)C(=O)NC1=CC=C2C=NN(C2=C1)C=1C=NN(C1)C)C 4-Cyano-3-methyl-N-(1-(1-methyl-1H-pyrazol-4-yl)-1H-indazol-6-yl)picolinamide